C1=CC=CC=2C3=CC=CC=C3C(C12)COC(=O)N[C@@H](CC(=O)OC(C)(C)C)C(N1CCCCC1)=O Tert-butyl (S)-3-((((9H-fluoren-9-yl)methoxy)carbonyl)amino)-4-oxo-4-(piperidin-1-yl)butanoate